Ethyl 2-(3-methoxyisoxazol-5-yl)-3-methylbutanoate COC1=NOC(=C1)C(C(=O)OCC)C(C)C